4-[(7-chloroquinolin-4-yl)amino]-2-[(diethylamino)methyl]phenol ClC1=CC=C2C(=CC=NC2=C1)NC1=CC(=C(C=C1)O)CN(CC)CC